2,4,6-Tribromo-3-hydroxybenzoic acid BrC1=C(C(=O)O)C(=CC(=C1O)Br)Br